BrC1=CC=C(C(=C1CN1C2=NC=NC(=C2N=C1)NC(OC(C)(C)C)=O)N1CC(CC1)(C(NC1CC1)=O)NC(=O)OC(C)(C)C)OC tert-butyl (9-(6-bromo-2-(3-((tert-butoxycarbonyl)amino)-3-(cyclopropylcarbamoyl)pyrrolidin-1-yl)-3-methoxybenzyl)-9H-purin-6-yl)carbamate